C12(CC3CC(CC(C1)C3)C2)NCCC2=CC=C(COC3=C1C(N(C(C1=CC=C3)=O)C3C(NC(CC3)=O)=O)=O)C=C2 4-((4-(2-((adamantan-1-yl)amino)ethyl)benzyl)oxy)-2-(2,6-dioxopiperidin-3-yl)isoindoline-1,3-dione